C(N)(=O)C1=CC(=NC2=C1N=CN=C2N[C@@H]2CN(CCC2)C(=O)OC(C)(C)C)C2=CC=C(C=C2)OC(F)(F)F tert-butyl (3S)-3-([8-carbamoyl-6-[4-(trifluoromethoxy) phenyl] pyrido[3,2-d]pyrimidin-4-yl]amino)piperidine-1-carboxylate